FC1=C(C(=CC=C1)F)[C@H]1N(OCC1)C1=CC(=NC=N1)NC=1C(=CC(=C(C1)NC(C=C)=O)N1C[C@H]2N(CC[C@H]2C1)C)OC N-(5-((6-((S)-3-(2,6-difluorophenyl)-isoxazolidine-2-yl)pyrimidine-4-yl)amino)-4-methoxy-2-((3aS,6aS)-1-methylhexahydropyrrolo[3,4-b]pyrrole-5(1H)-yl)phenyl)acrylamide